C(C=C)OCCC(S(=O)(=O)[O-])O 3-allyloxy-1-hydroxy-propanesulfonate